N-cyclopentyl-4-{[(2S)-1-(4-{[5-(3,4-dimethyl-1,2-oxazol-5-yl)thiophen-2-yl]sulfonyl}piperazin-1-yl)propan-2-yl]amino}-N-methylquinazoline-8-carboxamide C1(CCCC1)N(C(=O)C=1C=CC=C2C(=NC=NC12)N[C@H](CN1CCN(CC1)S(=O)(=O)C=1SC(=CC1)C1=C(C(=NO1)C)C)C)C